Cyclohexylsilicate C1(CCCCC1)O[Si]([O-])([O-])[O-]